N-[(1S,2R)-2-hydroxycyclopentyl]-2-{[2-(4-methoxypyridin-2-yl)-5H,6H,7H-cyclopenta[d]pyrimidin-4-yl](methyl)amino}acetamide O[C@H]1[C@H](CCC1)NC(CN(C)C=1C2=C(N=C(N1)C1=NC=CC(=C1)OC)CCC2)=O